COC1=CC=C(C=C1)COC=1C=CC(=NC1)C(=O)[O-] 5-[(4-methoxyphenyl)methoxy]pyridine-2-carboxylate